2,4-dinitrobenzyl chloride [N+](=O)([O-])C1=C(CCl)C=CC(=C1)[N+](=O)[O-]